N1(N=NC2=NC=CC=C21)O [1,2,3]triazolo[4,5-b]pyridine-1-ol